sodium toluensulfonate C(C1=CC=CC=C1)S(=O)(=O)[O-].[Na+]